BrC=1C(=C(C(=C(OC2=CC3=C(N(N=N3)C)C=C2)C1)OC)F)[N+](=O)[O-] 5-(5-bromo-3-fluoro-2-methoxy-4-nitrophenoxy)-1-methyl-1H-benzo[d][1,2,3]triazole